ClC=1C(NN=CC1N1C[C@@H](CC1)OC1=NC(=CC(=C1)C1=C(N=NN1C)C)F)=O (R)-4-chloro-5-(3-((4-(1,4-dimethyl-1H-1,2,3-triazol-5-yl)-6-fluoropyridin-2-yl)oxy)pyrrolidin-1-yl)pyridazin-3(2H)-one